2,5-Bis(carbazol-9-yl)-1,4-dicyanobenzol C1=CC=CC=2C3=CC=CC=C3N(C12)C1=C(C=C(C(=C1)C#N)N1C2=CC=CC=C2C=2C=CC=CC12)C#N